3,5-dichloro-4-ethoxybenzaldehyde ClC=1C=C(C=O)C=C(C1OCC)Cl